C(#N)N1CC(CC1)=CC(=O)N(CC1=NNC(=C1)C1=CC=CC=C1)C 2-(1-cyanopyrrolidin-3-ylidene)-N-methyl-N-((5-phenyl-1H-pyrazol-3-yl)methyl)acetamide